Heptane-3-carboxylic acid isopropyl ester C(C)(C)OC(=O)C(CC)CCCC